C1(CCCCC1)NC(C1=CC=C(C=C1)NC1=C(N=C2N1C=CN=C2)C2=CC=CC=C2)=O N-cyclohexyl-4-[(2-phenylimidazo[1,2-a]pyrazin-3-yl)amino]benzamide